C1(CCCC1)CCC(=O)N 3-cyclopentylpropanamide